2-(1H-pyrazol-4-yl)-N-[1-(tetrahydro-2H-pyran-4-yl)-1H-pyrazol-4-yl]-1,3-thiazole N1N=CC(=C1)C1SC=CN1C=1C=NN(C1)C1CCOCC1